CC1=NOC(=C1C=1C=CC(=C(C1)N(C1=CC=C(C=C1)C1(CC1)C#N)CC(C)O[C@@H]1CN(CC1)C=1C=C2C(N(C(C2=CC1)=O)C1C(NC(CC1)=O)=O)=O)C)C 1-(4-((5-(3,5-Dimethylisoxazol-4-yl)-2-methylphenyl)(2-(((3S)-1-(2-(2,6-dioxopiperidin-3-yl)-1,3-dioxoisoindolin-5-yl)pyrrolidin-3-yl)oxy)propyl)amino)phenyl)cyclopropanecarbonitrile